C(C)C1=NC2=CC=C(C(=C2C=N1)N1CCN(CC1)C(\C=C\C(C)=O)=O)N1CC=CC=C1 (E)-N-(2-Ethyl-5-(4-(4-oxopent-2-enoyl)piperazin-1-yl)quinazolin-6-yl)pyridine